COC=1C=C(C=CC1C(F)(F)F)C=1C=NC=CC1 3-(3-methoxy-4-(trifluoromethyl)phenyl)pyridine